NC1=C2N(C(N(C2=NC=N1)C1CCN(CC1)CC1CN(C1)C1CCNCC1)=O)C1=CC=C(C=C1)OC1=CC=CC=C1 6-amino-7-(4-phenoxyphenyl)-9-(1-{[1-(piperidin-4-yl)azetidin-3-yl]methyl}piperidin-4-yl)purin-8-one